2-(2-chloro-6-nitrophenyl)-2,4,5,6-tetrahydrocyclopenta[c]pyrazole ClC1=C(C(=CC=C1)[N+](=O)[O-])N1N=C2C(=C1)CCC2